ClC=1C=CC(=NC1)[C@H](C1CCN(CC1)C(=O)OC(C)(C)C)NS(=O)(=O)C1=CC=C(C=C1)OC(F)(F)F tert-butyl (S)-4-((5-chloropyridin-2-yl)((4-(trifluoromethoxy)phenyl)sulfonamido)methyl)piperidine-1-carboxylate